C1(CC1)N(C=1OC2=C(N1)C=C(C=C2)NC(=O)C2=CC1=C(OCCO1)C=C2)C2COC2 2,3-dihydro-benzo[1,4]dioxine-6-carboxylic acid [2-(cyclopropyl-oxetan-3-yl-amino)-benzooxazol-5-yl]-amide